OC(C)(C)C1=C(C=C(C(=O)O)C=C1)C1=CC2=C(NC=N2)C=C1 4-(2-hydroxypropane-2-yl)-3-(1H-benzimidazole-5-yl)benzoic acid